N-(3-chloro-4-methoxyphenyl)-2-(ethylamino)acetamide ClC=1C=C(C=CC1OC)NC(CNCC)=O